decyl ether sulphate S(=O)(=O)(O)O.C(CCCCCCCCC)OCCCCCCCCCC